((5-(1,2-dihydroxyethyl)-8-(4-(trifluoromethoxy)phenyl)quinoxalin-6-yl)methyl)carbamic acid tert-butyl ester C(C)(C)(C)OC(NCC=1C(=C2N=CC=NC2=C(C1)C1=CC=C(C=C1)OC(F)(F)F)C(CO)O)=O